1-(1-acryloylazetidin-3-yl)-6-chloro-5-(5-methyl-1H-indazol-4-yl)-1H-indole-3-carbonitrile C(C=C)(=O)N1CC(C1)N1C=C(C2=CC(=C(C=C12)Cl)C1=C2C=NNC2=CC=C1C)C#N